VINYL-N-PROPYL-PYRROLIDIN C(=C)C1N(CCC1)CCC